1-(4-(1H-imidazol-1-yl)butyl)-3-(4-(1-(3-(((benzyloxy)carbonyl)amino)propyl)-1H-imidazol-3-ium-3-yl)butyl)-1H-imidazol-3-ium dibromide [Br-].[Br-].N1(C=NC=C1)CCCCN1C=[N+](C=C1)CCCC[N+]1=CN(C=C1)CCCNC(=O)OCC1=CC=CC=C1